4-[[(1R,3S)-3-amino-2,2,3-trimethyl-cyclopentyl]amino]-N'-[4-[tert-butyl(dimethyl)silyl]-oxy-2-ethyl-phenyl]-6-[3-(2-hydroxyethyl)phenyl]pyrrolo[1,2-b]pyridazine-3-carboxamidine N[C@@]1(C([C@@H](CC1)NC=1C=2N(N=CC1C(=NC1=C(C=C(C=C1)O[Si](C)(C)C(C)(C)C)CC)N)C=C(C2)C2=CC(=CC=C2)CCO)(C)C)C